Cl.Cl.C1(=CC=CC=C1)C1CC(NC1)C(=O)N 4-phenylpyrrolidine-2-carboxamide dihydrochloride